C(=O)(O)C(C(=O)O)C[C@@H](C(=O)O)NC(=O)C1=CC=C(NCC2=CN=C3N=C(N)NC(=O)C3=N2)C=C1 carboxyfolic acid